isopropyl 2-((5-acrylamido-4-((2-(dimethylamino)ethyl)(methyl)amino)-2-(methoxy-d3)phenyl)amino)-4-(3,3,5-trimethyl-2,3-dihydro-1H-pyrrolo[3,2-b]pyridin-1-yl)pyrimidine-5-carboxylate C(C=C)(=O)NC=1C(=CC(=C(C1)NC1=NC=C(C(=N1)N1CC(C2=NC(=CC=C21)C)(C)C)C(=O)OC(C)C)OC([2H])([2H])[2H])N(C)CCN(C)C